The molecule is a secondary carboxamide resulting from the formal condensation of the carboxy group of 3-cyclopentylpropionic acid with the amino group of [biphenyl]-2-amine. It is a member of biphenyls, a secondary carboxamide and a member of cyclopentanes. It derives from a 3-cyclopentylpropionic acid. C1CCC(C1)CCC(=O)NC2=CC=CC=C2C3=CC=CC=C3